1-(2,3-dihydrothieno[3,4-b][1,4]dioxin-5-yl)butan-2-ol O1C=2C(OCC1)=C(SC2)CC(CC)O